methyl 6-(2-fluorobenzyl)-1-methyl-3-vinyl-1H-pyrrolo[2,3-b]pyridine-2-carboxylate FC1=C(CC2=CC=C3C(=N2)N(C(=C3C=C)C(=O)OC)C)C=CC=C1